FC(C=1C=C(OC2=NC=CC=C2C(=O)O)C=CC1)(F)F 2-(3-trifluoromethylphenoxy)-3-picolinic acid